S(=O)(=O)([O-])[O-].[Ce+4].S(=O)(=O)([O-])[O-] cerium (IV) sulfate